BrC1=CC(=CC=2C3C(CN(C12)[C@@H]1C[C@@H](N(C1)C(=O)OC(C)(C)C)CO)C3)Cl (2R,4R)-tert-butyl 4-(4-bromo-6-chloro-1a,2-dihydro-1H-cyclopropa[c]quinolin-3(7bH)-yl)-2-(hydroxymethyl)pyrrolidine-1-carboxylate